4-hydroxy-2-(methylthio)pyrazolo[1,5-a][1,3,5]triazine-8-carbonitrile OC1=NC(=NC=2N1N=CC2C#N)SC